[Si](C1=CC=CC=C1)(C1=CC=CC=C1)(C(C)(C)C)O[C@H]1[C@H](CNC1)C(C(=O)O)C1=CC=NC=C1.C1(=CC=CC=C1)CC(=O)NCC1=NC=CC=C1 2-phenyl-N-(2-picolyl)acetamide (3S,4S)-4-[(tert-butyldiphenylsilyl)oxy]pyrrolidin-3-yl-2-(pyridin-4-yl)acetate